C(C)(C)OC=1C=C2C(=NN(C2=CC1)COCC[Si](C)(C)C)C=1N=C(N=NC1)N1CCOCC1 4-(5-(5-isopropoxy-1-((2-(trimethylsilyl)ethoxy)methyl)-1H-indazol-3-yl)-1,2,4-triazin-3-yl)morpholine